C(C)(C)(C)OC(=O)N(C\C=C/1\C(N(CC1C)C(=O)OC(C)(C)C)=O)C tert-butyl (3E)-3-{2-[(tert-butoxycarbonyl)(methyl)amino]ethylidene}-4-methyl-2-oxopyrrolidine-1-carboxylate